NC1=NN2C(N(CCC2)C=2C=C(C=CC2)C2=NOC(=C2)[C@]2(C(N(CC2)C)=O)O)=C1 (R)-3-(3-(3-(2-amino-6,7-dihydropyrazolo[1,5-a]pyrimidin-4(5H)-yl)phenyl)isoxazol-5-yl)-3-hydroxy-1-methylpyrrolidin-2-one